N-(4-(6-([1,1'-biphenyl]-4-yl(9,9-dimethyl-9H-fluoren-2-yl)amino)-1,3,3-trimethyl-2,3-dihydro-1H-inden-1-yl)phenyl)-9,9-dimethyl-9H-fluoren-2-amine C1(=CC=C(C=C1)N(C1=CC=C2C(CC(C2=C1)(C)C1=CC=C(C=C1)NC1=CC=2C(C3=CC=CC=C3C2C=C1)(C)C)(C)C)C1=CC=2C(C3=CC=CC=C3C2C=C1)(C)C)C1=CC=CC=C1